C(C)(=O)N[C@@H](C=O)[C@@H](O)[C@@H](O)[C@H](O)C=O 2-acetamido-2,6-dideoxy-D-galacturonic acid